p-butylaminobenzoic acid 2-(diethylamino)ethyl ester HCl Cl.C(C)N(CCOC(C1=CC=C(C=C1)NCCCC)=O)CC